C[C@H]1CC(C2(C1)CCN(CC2)C(=O)OCC2=CC=CC=C2)=O (R)-benzyl 3-methyl-1-oxo-8-azaspiro[4.5]decane-8-carboxylate